4-amino-5-((2,3-dichlorophenyl)thio)-1-methyl-6-oxo-1,6-dihydropyrimidine NC=1N=CN(C(C1SC1=C(C(=CC=C1)Cl)Cl)=O)C